1-((2s,3s,4r,5s)-3,4-dihydroxy-5-methyltetrahydrofuran-2-yl)-5-fluoro-3-((5-nitrothiophen-2-yl)methyl)pyrimidine-2,4(1h,3h)-dione O[C@@H]1[C@H](O[C@H]([C@@H]1O)C)N1C(N(C(C(=C1)F)=O)CC=1SC(=CC1)[N+](=O)[O-])=O